N-(3-(3-(2,6-dioxopiperidin-3-yl)benzofuran-5-yl)prop-2-yn-1-yl)-5-(8-(7-(3-hydroxy-azetidin-1-yl)-1,3-dimethyl-2-oxo-1,2-dihydro-1,6-naphthyridin-5-yl)isoquinolin-3-yl)picolinamide O=C1NC(CCC1C1=COC2=C1C=C(C=C2)C#CCNC(C2=NC=C(C=C2)C=2N=CC1=C(C=CC=C1C2)C2=C1C=C(C(N(C1=CC(=N2)N2CC(C2)O)C)=O)C)=O)=O